N-[1-(azetidin-3-yl)-5-methyl-indazol-6-yl]-2-[3-methyl-5-(1-piperidylsulfonyl)indol-1-yl]propanamide N1CC(C1)N1N=CC2=CC(=C(C=C12)NC(C(C)N1C=C(C2=CC(=CC=C12)S(=O)(=O)N1CCCCC1)C)=O)C